ClC1=CC(=C(C=C1)NC(OC1C(C1)(F)F)=O)C(N[C@H](C(C(=O)NC)=O)C[C@H]1C(N[C@@H](C1)C)=O)=O (2,2-difluorocyclopropyl) N-[4-chloro-2-[[(1S)-3-(methylamino)-1-[[(3S,5R)-5-methyl-2-oxo-pyrrolidin-3-yl]methyl]-2,3-dioxo-propyl]carbamoyl]phenyl]carbamate